1-(2-methoxy-phenyl)piperazine hydrochloride Cl.COC1=C(C=CC=C1)N1CCNCC1